2-[4-(fluoromethyl)-3-oxabicyclo[2.1.1]hexan-1-yl]-7-methoxy-N-(2-pyridyl)imidazo[1,2-a]pyridine-6-carboxamide FCC12OCC(C1)(C2)C=2N=C1N(C=C(C(=C1)OC)C(=O)NC1=NC=CC=C1)C2